3-(2-Chloroethyl)-8-fluoro-1-(4-methoxybenzyl)-3,4-dihydroquinolin-2(1H)-one ClCCC1C(N(C2=C(C=CC=C2C1)F)CC1=CC=C(C=C1)OC)=O